2-isobutyrylamino-9H-purin-6-yl diphenylcarbamate C1(=CC=CC=C1)N(C(OC1=C2N=CNC2=NC(=N1)NC(C(C)C)=O)=O)C1=CC=CC=C1